C1(CC1)[C@]1(C(N(C[C@H]1C)C=1C=2N(N=CC1)C=C(C2)C=2C=NN(C2)[C@H]2CN(CC2)C)=O)C#N |&1:23| (3R,4S)-3-cyclopropyl-4-methyl-1-[6-[1-[(3RS)-1-methylpyrrolidin-3-yl]pyrazol-4-yl]pyrrolo[1,2-b]pyridazin-4-yl]-2-oxopyrrolidine-3-carbonitrile